3-(methylcarbamoyl)-1H-Pyrazole-5-carboxylic acid CNC(=O)C1=NNC(=C1)C(=O)O